O=C1NC(CCC1N1C(C2=CC=C(C=C2C1=O)NC1CCC(CC1)NC(C1=NC=C(C=C1)N1CCN(CC1)CC=1C=NC=2C=C(C(NC2C1)=O)CC)=O)=O)=O N-((1r,4r)-4-((2-(2,6-dioxopiperidin-3-yl)-1,3-dioxoisoindolin-5-yl)amino)cyclohexyl)-5-(4-((7-ethyl-6-oxo-5,6-dihydro-1,5-naphthyridin-3-yl)methyl)piperazin-1-yl)picolinamide